FC1(CNCCC1)CNC=1C=C(C=CC1C(F)(F)F)C1=NNC(O1)=O 5-[3-{[(3-Fluoropiperidin-3-yl)methyl]amino}-4-(trifluoromethyl)phenyl]-1,3,4-oxadiazol-2(3H)-one